Diisoamyl Malate C(C(O)CC(=O)OCCC(C)C)(=O)OCCC(C)C